O1N=C(C2=C1C=CC=C2)C2CCN(CC2)CCN2C(C=1N(CC2)C(=C(C1)C)C)=O 2-[2-(4-benzo[d]isoxazol-3-yl-piperidin-1-yl)-ethyl]-6,7-dimethyl-3,4-dihydro-2H-pyrrolo[1,2-a]pyrazin-1-one